di(m-trifluoromethyl-phenyl)methylene(cyclopentadienyl)(2,7-dimethyl-3,6-ditert-butylfluorenyl)zirconium dichloride [Cl-].[Cl-].FC(C=1C=C(C=CC1)C(=[Zr+2](C1=C(C(=CC=2C3=CC(=C(C=C3CC12)C)C(C)(C)C)C(C)(C)C)C)C1C=CC=C1)C1=CC(=CC=C1)C(F)(F)F)(F)F